2-(imidazol-1-yl)-N-[(trans)-3-methoxycyclobutyl]-5H,6H,7H-cyclopenta[d]pyrimidine-4-carboxamide N1(C=NC=C1)C=1N=C(C2=C(N1)CCC2)C(=O)N[C@@H]2C[C@H](C2)OC